BrCCCCOC1=C(OC2=CC(=CC=C2C1=O)OC)C1=CC=C(C=C1)F 3-(4-bromobutoxy)-7-methoxy-2-(4-fluorophenyl)-4H-chromen-4-one